(5Z,9Z)-16,16-dimethoxy-5,9-hexadecadiene COC(CCCCC\C=C/CC\C=C/CCCC)OC